1-(4-cyano-3-trifluoromethylphenyl)-N-(5-fluoropyridin-2-yl)-1H-pyrazole-3-carboxamide C(#N)C1=C(C=C(C=C1)N1N=C(C=C1)C(=O)NC1=NC=C(C=C1)F)C(F)(F)F